rac-(R)-2-(2-(3-chloro-4-(9-(3-chlorobenzyl)-6-(1-methylcyclopropoxy)-9H-purin-8-yl)phenoxy)ethoxy)propanoic acid ClC=1C=C(OCCO[C@@H](C(=O)O)C)C=CC1C=1N(C2=NC=NC(=C2N1)OC1(CC1)C)CC1=CC(=CC=C1)Cl |r|